triethylammonium 2-chlorophenyl-phosphorodichloridate ClC1=C(C=CC=C1)OP(=O)(Cl)Cl.C(C)[NH+](CC)CC